N-[2-(2-Amino-5-methoxyphenylamino)ethyl]acetamide NC1=C(C=C(C=C1)OC)NCCNC(C)=O